1-(5-bromo-3-fluoropyridin-2-yl)-3-(4-((4-methylpiperazin-1-yl)methyl)-3-(trifluoromethyl)phenyl)urea BrC=1C=C(C(=NC1)NC(=O)NC1=CC(=C(C=C1)CN1CCN(CC1)C)C(F)(F)F)F